COC1=C(OC2=CC=C(C=C2)NC=2C3=C(N=CN2)NC=C3)C=CC=C1 N-[4-(2-methoxyphenoxy)phenyl]-7H-pyrrolo[2,3-d]pyrimidin-4-amine